C1(=C(C=CC=C1)C#CC1=NNC2=CC=C(C=C12)C(=O)N1[C@@H](CCC1)C(=O)NC)C1=CC=CC=C1 (S)-1-(3-([1,1'-biphenyl]-2-ylethynyl)-1H-indazole-5-carbonyl)-N-methylpyrrolidine-2-carboxamide